3-(4-chloro-2-methoxy-6-methylphenyl)-2-oxo-7,11,14-trioxa-1-azadispiro[4.2.58.25]pentadec-3-en-4-yl ethyl carbonate C(OC1=C(C(NC12COC1(CCOCC1)OC2)=O)C2=C(C=C(C=C2C)Cl)OC)(OCC)=O